O1C(OCC1)C1=CC=C(C(=C1NC(C)=O)F)CC=O N-[6-(1,3-dioxolan-2-yl)-2-fluoro-3-(2-oxoethyl)phenyl]acetamide